BrC1=CC(=C(C(=O)OC)C=C1F)NC1=C(C(=C(C=C1)F)F)C=O methyl 4-bromo-2-((3,4-difluoro-2-formylphenyl) amino)-5-fluoro-benzoate